N-(2-morpholino-2-(4-(trifluoromethyl)phenyl)ethyl)-4-(trifluoromethoxy)benzenesulfonamide O1CCN(CC1)C(CNS(=O)(=O)C1=CC=C(C=C1)OC(F)(F)F)C1=CC=C(C=C1)C(F)(F)F